(4-bromophenyl)methanamine, hydrochloride Cl.BrC1=CC=C(C=C1)CN